3-(2-(2,4-dichlorophenyl)-5-isopropylthiazol-4-yl)-1-(4-(2-hydroxyethoxy)-3-methylphenyl)propan-1-ol ClC1=C(C=CC(=C1)Cl)C=1SC(=C(N1)CCC(O)C1=CC(=C(C=C1)OCCO)C)C(C)C